n-hexadecyl-boric acid C(CCCCCCCCCCCCCCC)OB(O)O